3-(5-(4-(5-(4-((1R,2S)-6-hydroxy-2-phenyl-1,2,3,4-tetrahydronaphthalen-1-yl)phenoxy)pentyl)piperazin-1-yl)-7-methoxy-1-oxoisoindolin-2-yl)piperidine-2,6-dione OC=1C=C2CC[C@@H]([C@@H](C2=CC1)C1=CC=C(OCCCCCN2CCN(CC2)C=2C=C3CN(C(C3=C(C2)OC)=O)C2C(NC(CC2)=O)=O)C=C1)C1=CC=CC=C1